OC1=CC=C2C3=C(CS(C2=C1)(=O)=O)C=C(C=C3)O 3,8-dihydroxy-6H-benzo[C]thiochromene 5,5-dioxide